N-(3-chlorobenzyl)-4-(3-(pyridin-4-ylmethyl)ureido)benzamide ClC=1C=C(CNC(C2=CC=C(C=C2)NC(=O)NCC2=CC=NC=C2)=O)C=CC1